N-iso-Pentyl-4-(4-(tetrahydro-2H-pyran-4-yl)-piperazin-1-yl)-1H-benzo[d]imidazole-1-carboxamide C(CC(C)C)NC(=O)N1C=NC2=C1C=CC=C2N2CCN(CC2)C2CCOCC2